[Si].C(C#C)NC(C)=O N-(prop-2-yn-1-yl)acetamide silicon